pyrazole cyclononane-2,9-dicarboxylate C1C(CCCCCCC1C(=O)O)C(=O)O.N1N=CC=C1